NC1=CC=C(OC2=C(C=CC=C2)C(C(F)(F)F)(C(F)(F)F)C2=C(C=CC=C2)OC2=CC=C(C=C2)N)C=C1 2,2-bis(4-aminophenoxyphenyl)hexafluoropropane